rel-(1S,5'S)-5-fluoro-1',5'-dimethyl-spiro[isoindoline-1,3'-pyrrolidine]-2',3-dione FC=1C=C2C(N[C@]3(C(N([C@H](C3)C)C)=O)C2=CC1)=O |o1:6,9|